OC1=C(C=CC=C1)C1=CC2=C(N=N1)NC1=C2[C@H](N(CC1)C1=NC=C(C=N1)C1CCN(CC1)C1CCN(CC1)C(=O)OCC1=CC=CC=C1)C (R)-benzyl 4-(2-(3-(2-hydroxyphenyl)-5-methyl-7,8-dihydro-5H-pyrido[3',4':4,5]pyrrolo[2,3-c]pyridazin-6(9H)-yl)pyrimidin-5-yl)-[1,4'-bipiperidine]-1'-carboxylate